[Cl-].C(C)[N+]1=C(C=CC=C1)CC 1,2-Diethylpyridinium chlorid